cis-3-amino-3-(hydroxymethyl)cyclobutanecarboxylic acid tert-butyl ester C(C)(C)(C)OC(=O)C1CC(C1)(CO)N